N-(5-fluoro-6-(4-(2-methyl-1,1-dioxidotetrahydrothiophen-2-yl)-1H-imidazol-1-yl)pyridin-3-yl)-7-(trifluoromethyl)-3,4-dihydro-2H-pyrano[2,3-b]pyridine-2-carboxamide FC=1C=C(C=NC1N1C=NC(=C1)C1(S(CCC1)(=O)=O)C)NC(=O)C1CCC=2C(=NC(=CC2)C(F)(F)F)O1